F[B-](F)(F)F.C(C)(C)(C)C1=CC=C(C=C1)[I+]C1=CC=C(C=C1)C(C)(C)C Bis-(4-tertbutylphenyl)-iodonium tetrafluoroborat